(1R,2S,5S)-N-[cyano-(1-methyl-2-oxo-4-piperidyl)methyl]-3-[(2S)-3,3-dimethyl-2-[(2,2,2-trifluoroacetyl)amino]butanoyl]-6,6-dimethyl-3-azabicyclo[3.1.0]hexane-2-carboxamide C(#N)C(NC(=O)[C@@H]1[C@H]2C([C@H]2CN1C([C@H](C(C)(C)C)NC(C(F)(F)F)=O)=O)(C)C)C1CC(N(CC1)C)=O